4-(2-((3-(4'-(methoxymethoxy)-[1,1'-biphenyl]-4-yl)prop-2-yne-1-yl)amino)ethyl)benzenesulfonamide COCOC1=CC=C(C=C1)C1=CC=C(C=C1)C#CCNCCC1=CC=C(C=C1)S(=O)(=O)N